C(C)(C)(C)OC(=O)C1=CN(C2=CC(=CC=C12)Br)C1=NC(=NC=C1)N (2-aminopyrimidin-4-yl)-6-bromo-1H-indole-3-carboxylic acid tert-butyl ester